Cl.[C@@H]12C[C@@H]([C@@H](CC1)N2)NS(=O)(=O)C2=C(C=C(C=C2)[N+](=O)[O-])[N+](=O)[O-] |o1:1,3,4| N-[(1S,3S,4R)-rel-7-azabicyclo[2.2.1]hept-3-yl]-2,4-dinitrobenzenesulfonamide hydrochloride